N1(N=NN=C1)C1=C(C=CC=C1)NC(C)C=1C=C(C=C2C(N(C(=NC12)N1CCOCC1)C)=O)C 8-(1-((2-(1H-tetrazol-1-yl)phenyl)amino)ethyl)-3,6-dimethyl-2-morpholinoquinazolin-4(3H)-one